(5-chloro-3-cyclopropylpyrazolo[1,5-a]pyrimidin-7-yl)((3-fluoro-[1,1'-biphenyl]-4-yl)methyl)carbamic acid tert-butyl ester C(C)(C)(C)OC(N(CC1=C(C=C(C=C1)C1=CC=CC=C1)F)C1=CC(=NC=2N1N=CC2C2CC2)Cl)=O